C1=CC=CC2=C1CCCCC=CCCCC2 benzocyclododecane-9-ene